N=1C=CN2C1C(=CC=C2)N[C@@H]2[C@H]([C@@H](N(C1=CC=CC=C21)C(C)=O)C)C ((2S,3R,4R)-4-(imidazo[1,2-a]pyridin-8-ylamino)-2,3-dimethyl-3,4-dihydroquinolin-1(2H)-yl)ethanone